7-(difluoromethyl)-3,4-dihydroisoquinoline-2(1H)-carboxylic acid tert-butyl ester C(C)(C)(C)OC(=O)N1CC2=CC(=CC=C2CC1)C(F)F